(2S,4r)-1-[(2S)-2-(4-cyclopropyl-triazol-1-yl)-3,3-dimethyl-butyryl]-4-hydroxy-N-(2-methyl-5,6,7,8-tetrahydroquinazolin-6-yl)pyrrolidine-2-carboxamide C1(CC1)C=1N=NN(C1)[C@H](C(=O)N1[C@@H](C[C@H](C1)O)C(=O)NC1CC=2C=NC(=NC2CC1)C)C(C)(C)C